C(C)OC(=O)C=1NC(=CC1C)C 3,5-dimethyl-1H-pyrrole-2-carboxylic acid ethyl ester